O(C1=CC=CC=C1)C=1C=NC(=NC1)NC1=NC=NC2=CC=C(C=C12)C1CN(CCC1)C(C=C)=O 1-[3-[4-[(5-phenoxypyrimidin-2-yl)amino]quinazolin-6-yl]-1-piperidyl]prop-2-en-1-one